(S)-1,3-Dimethyl-2-oxo-N-(6-((5-(trifluoromethyl)pyridin-2-yl)oxy)benzo[d]-[1,3]dioxol-4-yl)imidazolidine-4-carboxamide CN1C(N([C@@H](C1)C(=O)NC1=CC(=CC=2OCOC21)OC2=NC=C(C=C2)C(F)(F)F)C)=O